FC(OC1=C(C(=CC=C1)F)C=1C=CC=[N+](C1)[O-])F 5-(2-(DIFLUOROMETHOXY)-6-FLUOROPHENYL)PYRIDINE 1-OXIDE